4'-{[1-({[3-chloro-4-(trifluoromethyl)phenyl]methyl}carbamoyl)-D-prolyl]amino}[1,1'-biphenyl]-4-carboxylic acid ClC=1C=C(C=CC1C(F)(F)F)CNC(=O)N1[C@H](CCC1)C(=O)NC1=CC=C(C=C1)C1=CC=C(C=C1)C(=O)O